FC1(CN2C=3C(=C(SC3C(N[C@@H](C2)CC(C)(C)O)=O)C=2C=NNC2)C1)F (R)-4,4-difluoro-7-(2-hydroxy-2-methylpropyl)-2-(1H-pyrazol-4-yl)-4,5,7,8-tetrahydro-3H-1-thia-5a,8-diazabenzo[cd]azulen-9(6H)-one